(S)-N2-(piperidin-3-yl)-N4-(quinazolin-2-yl)-5-(trifluoromethyl)pyrimidine-2,4-diamine N1C[C@H](CCC1)NC1=NC=C(C(=N1)NC1=NC2=CC=CC=C2C=N1)C(F)(F)F